N1CNC=C2C1=CC=N2 DIHYDROPYRROLOPYRIMIDINE